6-((2-(6-aminopyridin-3-yl)ethyl)(8-(nonanoyloxy)octyl)amino)hexyl 2-hexyldecanoate [6-((2-(6-aminopyridin-3-yl)ethyl)(8-(nonanoyloxy)octyl)amino)hexyl 2-hexyldecanoate] NC1=CC=C(C=N1)CCN(CCCCCCC(C(=O)O)(CCCCCCCC)CCCCCC)CCCCCCCCOC(CCCCCCCC)=O.C(CCCCC)C(C(=O)OCCCCCCN(CCCCCCCCOC(CCCCCCCC)=O)CCC=1C=NC(=CC1)N)CCCCCCCC